trans-oleyl phosphate P(=O)(OCCCCCCCC\C=C\CCCCCCCC)([O-])[O-]